tert-butyl N-{[(tert-butoxycarbonyl)amino]methanethioyl}carbamate C(C)(C)(C)OC(=O)NC(=S)NC(OC(C)(C)C)=O